(S)-N-(2-hydroxy-3-phenylpropyl)-N-methyl-5-((2-(oxetan-3-yl)-2H-1,2,3-triazol-4-yl)ethynyl)nicotinamide O[C@H](CN(C(C1=CN=CC(=C1)C#CC1=NN(N=C1)C1COC1)=O)C)CC1=CC=CC=C1